O=C1C2(CN(C2)C(=O)OC(C)(C)C)CCC1 tert-butyl 5-oxo-2-azaspiro[3.4]octane-2-carboxylate